C(C)(C)(C)OC(=O)N(CCC[C@@H](C(=O)OC(C)(C)C)NC(=O)OC(C)(C)C)CCCCCO[Si](C)(C)C(C)(C)C (S)-tert-butyl 5-((tert-butoxycarbonyl)(5-((tert-butyldimethylsilyl)oxy)pentyl)amino)-2-((tert-butoxycarbonyl)amino)pentanoate